2-(5-Bromo-4,7-difluoro-1H-indol-2-yl)ethan-1-ol BrC=1C(=C2C=C(NC2=C(C1)F)CCO)F